ON N-Hydroxyamine